NC1CCN(CC1)C(=O)C1CCCCC1 (4-amino-1-piperidyl)-cyclohexyl-methanone